3-phenylaziridine-2-carboxylate C1(=CC=CC=C1)C1C(N1)C(=O)[O-]